methyl 2-((2S,3R)-3-((tert-butoxycarbonyl)amino)-2-hydroxy-4-phenylbutanamido)-2-(3-(trifluoromethoxy)phenyl)propanoate C(C)(C)(C)OC(=O)N[C@@H]([C@@H](C(=O)NC(C(=O)OC)(C)C1=CC(=CC=C1)OC(F)(F)F)O)CC1=CC=CC=C1